ClC1=C(C=CC(=C1)Cl)C(C(C)NC(=O)C=1C(=NN(C1)C)C(F)F)OC N-[1-(2,4-Dichlorophenyl)-1-methoxypropan-2-yl]-3-(difluoro-methyl)-1-methyl-1H-pyrazol-4-carboxamid